C(C)(C)(C)OC(=O)NC12CN(C(CC1)C2)C(=O)OCC2=CC=CC=C2 benzyl 4-(tert-butoxycarbonylamino)-2-azabicyclo[2.2.1]heptane-2-carboxylate